(1R)-1-[8-(4-fluoropiperidin-1-yl)-2-(5,6,7,8-tetrahydro-1,6-naphthyridin-2-ylamino)pyrido[3,4-d]pyrimidin-6-yl]ethanol FC1CCN(CC1)C1=NC(=CC2=C1N=C(N=C2)NC2=NC=1CCNCC1C=C2)[C@@H](C)O